FC1=NC=CC=C1CC(=O)O 2-fluoropyridyl-acetic acid